FC1=C(C=CC(=C1)F)C1=CC(=CN1S(=O)(=O)C1=CC(=CC=C1)C#CCOC)CN(C(OC(C)(C)C)=O)C tert-butyl ((5-(2,4-difluorophenyl)-1-((3-(3-methoxyprop-1-yn-1-yl)phenyl)sulfonyl)-1H-pyrrol-3-yl)methyl)(methyl)carbamate